6-(4-methylthiophen-3-yl)pyridazin-3-amine CC=1C(=CSC1)C1=CC=C(N=N1)N